FC(OC1=CC(=NN1CC1=CC=C(C=C1)OC)C(=O)OCC)F ethyl 5-(difluoromethoxy)-1-[(4-methoxyphenyl)methyl]-1H-pyrazole-3-carboxylate